BrC=1C=C2C(=CNC2=CC1)S(=O)(=O)NCC1=CC=C(C=C1)OC 5-bromo-N-(4-methoxybenzyl)-1H-indole-3-sulfonamide